FC1=CC(=C(C=C1)C1=NC=CC2=C1CN(C2=O)C2=CC(=C(C=C2)[C@H](C(F)(F)F)O)F)OCC(F)(F)F |r| rac-4-[4-fluoro-2-(2,2,2-trifluoroethoxy)phenyl]-2-[3-fluoro-4-(2,2,2-trifluoro-1-hydroxyethyl)phenyl]-2,3-dihydro-1H-pyrrolo[3,4-c]pyridin-1-one